2-[(3-amino-1-phenyl-propyl)amino]-6-(5,6-dimethoxybenzimidazol-1-yl)pyridine-3-carboxamide NCCC(C1=CC=CC=C1)NC1=NC(=CC=C1C(=O)N)N1C=NC2=C1C=C(C(=C2)OC)OC